O1CC[C@H](C2=CC=CC=C12)N |r| racemic-chroman-4-amine